C(CNC(=O)C1=CC=CC=C1)(=O)O.[N+](=O)([O-])C1=C(C=CC=C1)N1C(=CC=C1)C=CC=NC(=NN)N N-{3-[1-(2-nitrophenyl)-1H-pyrrol-2-yl]-allylidene}-aminoguanidine hippuric acid salt